COC1=NC=CC(=C1)[C@@H]1N(C[C@H](CC1)C)C(C(=O)NC=1C=C(C(=NC1)NC(OC(C)(C)C)=O)C)=O tert-butyl N-[5-[[2-[(2R,5S)-2-(2-methoxy-4-pyridyl)-5-methyl-1-piperidyl]-2-oxo-acetyl]amino]-3-methyl-2-pyridyl]carbamate